ClC=1C=NC=C(C1C(C)OC=1C=C2C=NN(C2=CC1)C1OCCCC1)Cl 5-(1-(3,5-dichloropyridin-4-yl)ethoxy)-1-(tetrahydro-2H-pyran-2-yl)-1H-indazole